1-(cyclohex-2-en-1-yl)-5-methyl-1H-pyrrole-3-carboxylic acid methyl ester COC(=O)C1=CN(C(=C1)C)C1C=CCCC1